2-(5,6-dihydro-[4,4'-bipyridin]-1(2H)-yl)-N-(3-(2-((1,5-dimethyl-1H-pyrazol-3-yl)amino)-5-methylpyrimidin-4-yl)-1H-indol-7-yl)acetamide N1(CC=C(CC1)C1=CC=NC=C1)CC(=O)NC=1C=CC=C2C(=CNC12)C1=NC(=NC=C1C)NC1=NN(C(=C1)C)C